(1R)-3,3-dimethylinden-1-amine CC1(C=C(C2=CC=CC=C12)N)C